mono-cyclopentyl glutaconate C(C=CCC(=O)[O-])(=O)OC1CCCC1